N-cyclohexyl-N-ethyl-3-{2-[1-(3-ethyl-1,2,4-thiadiazol-5-yl)piperidin-3-yl]-1H-benzimidazol-1-yl}propanamide C1(CCCCC1)N(C(CCN1C(=NC2=C1C=CC=C2)C2CN(CCC2)C2=NC(=NS2)CC)=O)CC